ClC1=NC(=CN=C1)S(=O)C1=NC(=CC(=N1)C=1SC=CC1)C(F)(F)F 2-chloro-6-(4-(thiophen-2-yl)-6-(trifluoromethyl)pyrimidin-2-ylsulfinyl)pyrazine